CCCCCCCCCCC=O N-undecanal